O-propyl 4-(4-methylpiperazin-1-yl)butanoate CN1CCN(CC1)CCCC(=O)OCCC